heptadecafluorotetracosane FC(C(C(C(C(C(C(C(F)(F)F)(F)F)(F)F)(F)F)(F)F)(F)F)(F)F)(CCCCCCCCCCCCCCCC)F